1,3-Butanediol dimethacrylate C(C(=C)C)(=O)OCCC(C)OC(C(=C)C)=O